6-Chloro-4-[(3R,4R)-4-(4-chloro-2-hydroxy-N-methyl-anilino)-3-methyl-1-piperidyl]-1-methyl-2-oxo-1,5-naphthyridine-3-carbonitrile ClC=1N=C2C(=C(C(N(C2=CC1)C)=O)C#N)N1C[C@H]([C@@H](CC1)N(C1=C(C=C(C=C1)Cl)O)C)C